NC1=NC=NC=2C3=C(\C(\C(C12)(C)C)=N/OCCO)C=C(C=C3)O[C@@H]3CC[C@@H](CC3)N 2-[(Z)-[4-amino-8-(cis-4-aminocyclohexyloxy)-5,5-dimethyl-benzo[h]quinazolin-6-ylidene]amino]oxyethanol